methyl 4-hydroxyphenyl-acetate OC1=CC=C(C=C1)CC(=O)OC